Trans,Trans-2,4-decadienal C(\C=C\C=C\CCCCC)=O